The molecule is a hydrochloride obtained by combining L-cysteine with one molar equivalent of hydrogen chloride. It has a role as an EC 4.3.1.3 (histidine ammonia-lyase) inhibitor, a flour treatment agent and a human metabolite. It contains a L-cysteinium. C([C@@H](C(=O)O)N)S.Cl